2-[(9S)-7-(4-chlorophenyl)-4,5,13-trimethyl-3-thia-1,8,11,12-tetraazatricyclo[8.3.0.02,6]Trideca-2(6),4,7,10,12-pentaen-9-yl]-N-{4-[(piperazin-1-yl)methyl]phenyl}acetamide ClC1=CC=C(C=C1)C=1C=2C(=C(SC2N2C(=NN=C2[C@@H](N1)CC(=O)NC1=CC=C(C=C1)CN1CCNCC1)C)C)C